Methyl 4-(4-(N-(tert-butoxycarbonyl) sulfamoyl)-1,4-diazepan-1-yl)-6-methoxyquinazoline-7-carboxylate C(C)(C)(C)OC(=O)NS(=O)(=O)N1CCN(CCC1)C1=NC=NC2=CC(=C(C=C12)OC)C(=O)OC